O=CCCC1=CC=CC(=N1)C(=O)OCC ethyl 6-(3-oxopropyl)pyridine-2-carboxylate